4'-((6-butyl-5-(3,4-dihydroquinolin-1(2H)-yl)-2,4-dihydroxypyridin-3-yl)sulfonyl)-N-methyl-[1,1'-biphenyl]-2-carboxamide C(CCC)C1=C(C(=C(C(=N1)O)S(=O)(=O)C1=CC=C(C=C1)C=1C(=CC=CC1)C(=O)NC)O)N1CCCC2=CC=CC=C12